C(CCC)C1(C(C=C(C(OP2OO2)=C1C(C)(C)C)C(C)(C)C)C(C)(C)C)CC 5-Butyl-5-ethyl-2-(2,4,6-tri-tert-butyl-phenoxy)-1,3,2-dioxaphosphiran